3,5-Difluoronitrobenzene C1=C(C=C(C=C1F)F)[N+](=O)[O-]